(4,5-dimethyl-1H-benzo[d]imidazol-2-yl)methanol CC1=C(C=CC=2NC(=NC21)CO)C